C1(CC1)/C=C/C1=C(C(=CC=C1)C)B1OC(C(O1)(C)C)(C)C 2-[2-[(E)-2-cyclopropylvinyl]-6-methyl-phenyl]-4,4,5,5-tetramethyl-1,3,2-dioxaborolane